5-(4-fluorophenyl)-1-(3-methyloxetan-3-yl)-4-oxopyridine-3-carboxamide FC1=CC=C(C=C1)C=1C(C(=CN(C1)C1(COC1)C)C(=O)N)=O